BrC1=CC2=C(N=CN=C2N[C@H](C)C2=CC(=CC(=C2)C(F)(F)F)[N+](=O)[O-])N=C1Cl (R)-6-bromo-7-chloro-N-(1-(3-nitro-5-(trifluoromethyl)phenyl)ethyl)pyrido[2,3-d]pyrimidin-4-amine